N1CC(CC1)N pyrrolidin-3-yl-amine